BrC=1C=C(C(=NC1)[N+](=O)[O-])O[C@H](C)C1=C(C=C(C=C1)F)C1=NN(C=C1CC1=NN2C(OC(C2)(C)C)=C1)C (R)-6-((3-(2-(1-((5-bromo-2-nitropyridin-3-yl)oxy)ethyl)-5-fluorophenyl)-1-methyl-1H-pyrazol-4-yl)methyl)-2,2-dimethyl-2,3-dihydropyrazolo[5,1-b]oxazole